Cl.C(C)NCC(F)F N-Ethyl-2,2-difluoroethan-1-amine hydrochloride salt